3-(8-(4-oxocyclohexyl)-2,3-dihydro-4H-pyrido[3,2-b][1,4]oxazin-4-yl)piperidine-2,6-dione O=C1CCC(CC1)C1=CC=NC2=C1OCCN2C2C(NC(CC2)=O)=O